CN(C)CC1=CC=C(C(=O)NC2=CC(=CC=C2)CNC2=NC=C(C3=C2CCO3)C=3C=NN(C3)C3OCCCC3)C=C1 4-((Dimethylamino)methyl)-N-(3-(((7-(1-(tetrahydro-2H-pyran-2-yl)-1H-pyrazol-4-yl)-2,3-dihydrofuro[3,2-c]pyridin-4-yl)amino)methyl)phenyl)benzamide